(S)-4-(2-oxopyrrolidin-1-yl)-3-(4-methylphenyl)-N-((R)-1-(6-(trifluoromethyl)pyridin-3-yl)ethyl)-4,5-dihydro-1H-pyrazole-1-carboxamide O=C1N(CCC1)[C@@H]1C(=NN(C1)C(=O)N[C@H](C)C=1C=NC(=CC1)C(F)(F)F)C1=CC=C(C=C1)C